S(=O)(=O)([O-])C1=CC=C(C)C=C1.C(CCCCCCCCCCC)[NH2+]CCCN(C)C dodecyldimethylaminopropyl-ammonium tosylate